ClC=1C(=CC(=C(C1)NC(=O)N1C2CC=3C(=CNC(C3F)=O)C1CC2)F)C(F)(F)F N-(5-chloro-2-fluoro-4-(trifluoromethyl)phenyl)-4-fluoro-3-oxo-3,5,6,7,8,9-hexahydro-2H-6,9-epiminocyclohepta[c]pyridine-10-carboxamide